FC1=CC=C(C=C1)[B-](C1=CC=C(C=C1)F)(C1=CC=C(C=C1)F)C1=CC=C(C=C1)F.C(CCC)[NH+](CCCC)CCCC tributylammonium tetra-(4-fluorophenyl)borate